CC1=C(C=C(O1)C(=O)NC1=NC(=NS1)CN1CCCCC1)C1=CC(=CC=C1)C#N 5-methyl-N-(3-(piperidin-1-ylmethyl)-1,2,4-thiadiazol-5-yl)-4-(3-cyanophenyl)furan-2-carboxamide